FC(C=1C=C(C=C2CNCC12)CN1CC(CC1)C#N)(F)F [(7-(trifluoromethyl)-2,3-dihydro-1H-isoindol-5-yl)methyl]tetrahydropyrrole-3-carbonitrile